4-(4-methoxybenzylidene)-2-(4-cyanostyryl)oxazol-5(4H)-one COC1=CC=C(C=C2N=C(OC2=O)C=CC2=CC=C(C=C2)C#N)C=C1